C(CCCCCCC)OC(CCC(=O)OCCCCCCN(CCCCCCCC(=O)OCCC12CC3CC(CC(C1)C3)C2)CCO)OCCCCCCCC 2-((3r,5r,7r)-adamantan-1-yl)ethyl 8-((6-((4,4-bis(octyloxy)butanoyl)oxy)hexyl)(2-hydroxyethyl)amino)octanoate